NC1=CC(=C(C(=O)N(C(F)(F)F)CC2=C(C=CC=C2)C)C=C1C)C 4-amino-2,5-dimethyl-N-(2-methylbenzyl)-N-(trifluoromethyl)benzamide